C(C)(C)(C)OC(=O)N[C@@H](C(=O)O)[C@H](C)O (2R,3S)-2-(tert-butoxycarbonylamino)-3-hydroxy-butanoic acid